5-(1,3-dioxan-2-yl)thiazole-2-carboxylic acid ethyl ester C(C)OC(=O)C=1SC(=CN1)C1OCCCO1